(4-hydroxy-7-(3-isopropylphenoxy)-1-methoxyisoquinoline-3-carbonyl)glycine OC1=C(N=C(C2=CC(=CC=C12)OC1=CC(=CC=C1)C(C)C)OC)C(=O)NCC(=O)O